C(C(O)CC(=O)O)(=O)O.C1(CC1)CN[C@H]1[C@@H](C1)C1=CC(=CS1)C(=O)NC1CCOCC1 5-((1R,2R)-2-((cyclopropylmethyl)amino)cyclopropyl)-N-(tetrahydro-2H-pyran-4-yl)thiophene-3-carboxamide Malate